FC1=C(C(C(C(C1(F)F)(F)F)(F)F)(F)F)C(C(F)(F)F)(C(C(C(F)(F)F)(F)F)(F)F)C(F)(F)F 1,3,3,4,4,5,5,6,6-nonafluoro-2-(1,1,1,3,3,4,4,5,5,5-decafluoro-2-(trifluoromethyl)pent-2-yl)cyclohex-1-ene